[Mg+2].[N-](S(=O)(=O)C(F)(F)F)S(=O)(=O)C(F)(F)F.[N-](S(=O)(=O)C(F)(F)F)S(=O)(=O)C(F)(F)F bis(trifluoromethylsulfonyl)imide magnesium salt